tert-butyl-[[2-chloro-5-[2-(1,1-dioxo-1,2-benzothiazol-3-yl)-3-methyl-4,5-dihydro-3H-pyridazin-6-yl]phenyl]methoxy]-dimethyl-silane C(C)(C)(C)[Si](C)(C)OCC1=C(C=CC(=C1)C=1CCC(N(N1)C1=NS(C2=C1C=CC=C2)(=O)=O)C)Cl